FC1=C(C=CC=C1)N1N=CC2=C1N=C1N(CCC3=C1NC1=CC=CC=C31)C2=O 1-(2-fluorophenyl)-6,7-dihydro-1H-pyrazolo[3'',4'':4',5']pyrimido[1',2':1,2]pyrido[3,4-b]indol-4(12H)-one